3-(3-ethyl-4-oxo-spiro[6,8-dihydro-5H-pyrazolo[4,3-c]azepine-7,4'-tetrahydropyran]-1-yl)propyl tetra-hydrothiopyran-4-carboxylate S1CCC(CC1)C(=O)OCCCN1N=C(C=2C(NCC3(CCOCC3)CC21)=O)CC